Bis-biphenyl-4-yl-(6-bromo-dibenzofuran-4-yl)-amine C1(=CC=C(C=C1)N(C1=CC=CC2=C1OC1=C2C=CC=C1Br)C1=CC=C(C=C1)C1=CC=CC=C1)C1=CC=CC=C1